ClC1=CC=C(C(=N1)N1C[C@H](O[C@H](C1)C)C)F (cis)-4-(6-chloro-3-fluoropyridin-2-yl)-2,6-dimethylmorpholine